(E)-3-(3-Ethoxy-4-methoxyphenyl)-1-(4-hydroxyphenyl)prop-2-en-1-one C(C)OC=1C=C(C=CC1OC)/C=C/C(=O)C1=CC=C(C=C1)O